1-(1,2-benzoxazol-3-yl)cyclopropane-1-sulfonamide O1N=C(C2=C1C=CC=C2)C2(CC2)S(=O)(=O)N